2'-bromo-chloro-1,1':3',1''-terphenyl BrC1=C(C=CC=C1C1=CC=CC=C1)C1=C(C=CC=C1)Cl